Cl.C(C)(=O)OC1=C(C(=O)OCCN(CC)CC)C=CC=C1 2-(diethylamino)ethyl Acetoxybenzoate Hydrochloride